C(CCCCC(C)C)S(=O)(=O)O isooctanesulfonic acid